methyl 2-(7-(benzyloxy)-1-(pent-4-en-1-yl)-1,2,3,4-tetrahydronaphthalen-1-yl)acetate C(C1=CC=CC=C1)OC1=CC=C2CCCC(C2=C1)(CCCC=C)CC(=O)OC